5-(2-chlorophenoxy)-2-nitropyridine ClC1=C(OC=2C=CC(=NC2)[N+](=O)[O-])C=CC=C1